N-[4-(4-Bromo-1H-pyrazol-1-yl)-3-sulfamoylphenyl]-2-[2-(difluoromethoxy)phenyl]acetamide BrC=1C=NN(C1)C1=C(C=C(C=C1)NC(CC1=C(C=CC=C1)OC(F)F)=O)S(N)(=O)=O